ClC1=C(C(=NN1C)C1=NOC(=C1)C)C(=O)N1CCC2(CCN(CC2)CC2=CC(=C(C#N)C=C2)F)CC1 4-((9-(5-Chloro-1-methyl-3-(5-methylisoxazol-3-yl)-1H-pyrazole-4-carbonyl)-3,9-diazaspiro[5.5]undecan-3-yl)methyl)-2-fluorobenzonitrile